methyl 5-(2-chloro-4-fluoro-5-methoxy-phenyl)-3-(4-isoquinolylcarbamoylamino)thiophene-2-carboxylate ClC1=C(C=C(C(=C1)F)OC)C1=CC(=C(S1)C(=O)OC)NC(NC1=CN=CC2=CC=CC=C12)=O